O1CCCOC2=C1C=CC(=C2)/C=C/C(=O)O (2E)-3-(3,4-dihydro-2H-1,5-benzodioxepin-7-yl)prop-2-enoic acid